C(C)(C)(C)C1=CC=C(C=C1)C1=C2C=C(C(C2=CC=C1)[Si](C)(C)C1C2=CC=CC=C2C=2C=CC=CC12)C(C)C (4-(4-(tert-butyl)phenyl)-2-isopropyl-1H-inden-1-yl)(9H-fluoren-9-yl)dimethylsilane